cyclobutylpyrimidin C1(CCC1)C1=NC=CC=N1